2-((S)-1-Acryloyl-4-((S)-2-(((S)-1-ethylpyrrolidin-2-yl)methoxy)-7-(indolin-1-yl)-5,6,7,8-tetrahydroquinazolin-4-yl)piperazin-2-yl)acetonitrile C(C=C)(=O)N1[C@H](CN(CC1)C1=NC(=NC=2C[C@H](CCC12)N1CCC2=CC=CC=C12)OC[C@H]1N(CCC1)CC)CC#N